1-methyl-5-(2-trimethylsilyl-methyl-pyridyl)indole CN1C=CC2=CC(=CC=C12)C=1C(=NC=CC1C)[Si](C)(C)C